C(C)C1=C2C=CC=CC2=CC2=CC=CC=C12 10-ethylanthracene